FC1(C[C@@H]2C(N[C@H]1[C@@H]2OCOC)=O)F (1S,4S,7R)-6,6-difluoro-7-(methoxymethoxy)-2-azabicyclo[2.2.1]Heptane-3-one